2,3-dibromoacrylamide-13C3 ethyl-3-(2-(2-((2,3-dihydro-1H-inden-2-yl)amino)oxazole-4-carbonyl)hydrazineyl)-3-oxopropanoate C(C)OC(CC(=O)NNC(=O)C=1N=C(OC1)NC1CC2=CC=CC=C2C1)=O.Br[13C]([13C](=O)N)=[13CH]Br